NC1=NC=CC=C1C1=NC=2C(=NC(=CC2)C2=CC=CC=C2)N1C1=CC(=C(C=C1)C1CN(C1)CC1CCC(CC1)C(=O)OC)F methyl 4-[[3-[4-[2-(2-amino-3-pyridyl)-5-phenyl-imidazo[4,5-b]pyridin-3-yl]-2-fluoro-phenyl]azetidin-1-yl]methyl]cyclohexanecarboxylate